4-((2,6-dichlorobenzoyl)amino)-N-(piperidin-4-yl)-1H-pyrazole-3-carboxamide ClC1=C(C(=O)NC=2C(=NNC2)C(=O)NC2CCNCC2)C(=CC=C1)Cl